ClC=1C(=NC=CC1C1=C(C(=CC=C1)NC1=NC=CC(=C1F)CNC1CCOCC1)Cl)C1=CC(=C(CNCC2CCC(N2)=O)C(=C1)OC)F 5-(((4-(3-chloro-4-(2-chloro-3-((3-fluoro-4-(((tetrahydro-2H-pyran-4-yl)amino)methyl)pyridin-2-yl)amino)phenyl)pyridin-2-yl)-2-fluoro-6-methoxybenzyl)amino)methyl)pyrrolidin-2-one